CC1=C(C=NO1)C(=O)NC1=CC2=C(NC(=N2)C2=CC(=CC(=C2)C(F)(F)F)N2CCOCC2)C=C1 5-methyl-N-(2-(3-morpholino-5-(trifluoromethyl)phenyl)-1H-benz[d]imidazol-5-yl)isoxazole-4-carboxamide